C1=CC(=C(C=C1CC(C(=O)[O-])O)O)O The molecule is a hydroxy monocarboxylic acid anion that is the conjugate base of 3-(3,4-dihydroxyphenyl)lactic acid; major species at pH 7.3. It is a conjugate base of a 3-(3,4-dihydroxyphenyl)lactic acid.